CC=1SC=C(C1C1=C(C=CC=C1)N1CCN(CC1)C=O)C 4-[2-(2,4-dimethyl-thiophenyl)phenyl]piperazine-1-formaldehyde